ClC(C(=C(F)F)F)(C(Cl)(F)F)F 3,4-dichlorohexafluoro-1-butene